N1(CCCCCC1)CC(=O)NC1=C(SC=C1C)C(=O)OC1CC1 cyclopropyl 3-(2-(azepan-1-yl)acetamido)-4-methylthiophene-2-carboxylate